C(C(=C)C)(=O)OCCN1C(CCC1)=O 2-(2-oxopyrrolidin-1-yl)ethyl methacrylate